C(=O)C1=CC(=C(C=C1)/C=C/S(=O)(=O)N)OC (E)-2-(4-formyl-2-methoxyphenyl)ethene-1-sulfonamide